CC1=CC=CC(=N1)C1=C(N=CN1)C=1C=C2C=C(C=NC2=CC1)C=1N=C(SC1)C(=O)OCC1CNC1 azetidin-3-ylmethyl 4-[6-[5-(6-methyl-2-pyridyl)-1H-imidazol-4-yl]-3-quinolyl]thiazole-2-carboxylate